C(CCC)(=O)NC1=NC=CC(=C1)CN1C(CN(CC1)C=1C=CC(=NC1C)C(=O)NC)=O 5-(4-((2-butyramidopyridin-4-yl)methyl)-3-oxopiperazin-1-yl)-N,6-dimethylpicolinamide